N-(3-methanesulfonylthiophen-2-yl)acetamide CS(=O)(=O)C1=C(SC=C1)NC(C)=O